7-butyl-5-[(3-cyanophenyl)methyl]-5H,6H,7H,8H,10H-cyclohepta[b]indole-4-carboxylic acid C(CCC)C1CCCC2=C(N(C3=C(C=CC=C23)C(=O)O)CC2=CC(=CC=C2)C#N)C1